1-N'-[3-chloro-4-[[6-methoxy-7-(2-methoxyethoxy)-1,5-naphthyridin-4-yl]oxy]phenyl]-1-N-(4-fluoro-phenyl)cyclopropane-1,1-dicarboxamide ClC=1C=C(C=CC1OC1=CC=NC2=CC(=C(N=C12)OC)OCCOC)NC(=O)C1(CC1)C(=O)NC1=CC=C(C=C1)F